N6-{3-[5-(1,3-dioxolan-2-yl)pyridin-2-yl]-2-methoxyphenyl}-3-(1-isopropyl-1,2,3-triazol-4-yl)-N8-[(4-methoxyphenyl)methyl]-N8-methylimidazo[1,2-b]pyridazine-6,8-diamine O1C(OCC1)C=1C=CC(=NC1)C=1C(=C(C=CC1)NC=1C=C(C=2N(N1)C(=CN2)C=2N=NN(C2)C(C)C)N(C)CC2=CC=C(C=C2)OC)OC